7-((6-(2-Ethylmorpholino)-2-methylpyridin-3-yl)amino)-2H-benzo[b][1,4]oxazin-3(4H)-one C(C)C1OCCN(C1)C1=CC=C(C(=N1)C)NC=1C=CC2=C(OCC(N2)=O)C1